5-amino-3-ethylisobenzofuran-1(3H)-one NC=1C=C2C(OC(C2=CC1)=O)CC